N1CC(C1)OC1=CC=C2CN(C(C2=C1)=O)N1C(CCCC1=O)=O 6-(azetidin-3-yloxy)-1-oxo-3H-isoindol-2-yl-piperidine-2,6-dione